C[C@@H]1CN(C[C@@H](O1)C)C(=O)C=1C2=C(N(N1)CC(=O)N1CCC(CC1)C1=CC(=C(C=C1)C)C)CCC2 2-{3-[(2R,6S)-2,6-Dimethylmorpholin-4-carbonyl]-5,6-dihydrocyclopenta[c]pyrazol-1(4H)-yl}-1-[4-(3,4-dimethylphenyl)piperidin-1-yl]ethan-1-on